ClC1=C(C=C(C=C1)C1=CN(C2=NC(=CC=C21)C(=O)N2C(C(NCC2)=O)(C)C)C(COC)(C)C)F 4-(3-(4-chloro-3-fluorophenyl)-1-(1-methoxy-2-methylpropan-2-yl)-1H-pyrrolo[2,3-b]pyridine-6-carbonyl)-3,3-dimethylpiperazin-2-one